ClC1=CC=C(C(=N1)C)C(=O)N[C@@H]1C[C@@H](N(CC1)C(=O)OC(C)(C)C)C tert-butyl (2S,4S)-4-[(6-chloro-2-methyl-pyridine-3-carbonyl)amino]-2-methyl-piperidine-1-carboxylate